2-[2-(4,4'-Dimethoxytrityloxy)ethylsulfonyl]ethyl-(2-cyanoethyl)-(N,N-diisopropyl)-phosphoramidite COC1=CC=C(C(C2=CC=C(C=C2)OC)(C2=CC=CC=C2)OCCS(=O)(=O)CCP([O-])([O-])(N(C(C)C)C(C)C)CCC#N)C=C1